C12(CC3(CC(CC(C1)C3)C2)C(=O)O)C(=O)O tricyclo[3.3.1.13,7]decane-1,3-dicarboxylic acid